1-(cyclopropyl)-1,7-dihydro-6H-pyrazolo[3,4-b]pyridin-6-one C1(CC1)N1N=CC2=C1NC(C=C2)=O